NC(C)C1=C2CN(C(C2=CC(=C1)C)=O)C1CC2=CC=C(C=C2C1)S(=O)(=O)N(C(OC(C)(C)C)=O)C(=O)OC(C)(C)C tert-butyl N-(2-[4-(1-aminoethyl)-6-methyl-1-oxo-isoindolin-2-yl]indan-5-yl)sulfonyl-N-tert-butoxycarbonyl-carbamate